C(C)C1C(CC12CCC(CC2)N2C(N(C(CC2=O)=O)CCCC)=O)C(=O)O.C2([C@H](O)[C@@H](O)[C@H](O)[C@H](O2)CO)[C@](C=O)(O)[C@@H](O)[C@H](O)[C@H](O)CO 2-glucosyl-mannose ethyl-7-(3-butyl-2,4,6-trioxotetrahydropyrimidin-1(2H)-yl)spiro[3.5]nonane-2-carboxylate